FC1=C(C(=C(C(=C1[B-](C1=C(C(=C(C(=C1F)F)F)F)F)(C1=C(C(=C(C(=C1F)F)F)F)F)C1=C(C(=C(C(=C1F)F)F)F)F)F)F)F)F.C(CCC)[NH+](CCCC)CCCC tributylammonium tetrakis(pentafluorophenyl)borate